2-chloro-N-(5-(2-(((1r,4r)-4-((2-fluoro-ethyl)(methyl)amino)-cyclohexyl)amino)-8-isopropyl-7-oxo-7,8-dihydropteridin-6-yl)-6-methylpyridin-2-yl)-benzenesulfonamide ClC1=C(C=CC=C1)S(=O)(=O)NC1=NC(=C(C=C1)C1=NC=2C=NC(=NC2N(C1=O)C(C)C)NC1CCC(CC1)N(C)CCF)C